CN(C(=O)[C@H]1CN(CC[C@@H]1NC(=O)C1=NOC(=C1)C1=C(C=C(C=C1)F)F)[C@@H](C)C1CC1)C (3S,4S)-1-((1S)-1-cyclopropyl-ethyl)-4-{[5-(2,4-difluoro-phenyl)-isoxazole-3-carbonyl]-amino}-piperidine-3-carboxylic acid dimethylamide